ClC=1C(=NC(=NC1)N1CCC(CC1)N(C=1C=CC=C2C(=NN(C12)C)C1C(NC(CC1)=O)=O)C)NC1=CC2=C(N(C(N2CCC(C)(C)O)=O)C)C=C1 3-[7-[[1-[5-chloro-4-[[3-(3-hydroxy-3-methyl-butyl)-1-methyl-2-oxo-benzimidazol-5-yl]amino]pyrimidin-2-yl]-4-piperidyl]-methyl-amino]-1-methyl-indazol-3-yl]piperidine-2,6-dione